N-Butyl-2-(5-(naphthalin-1-yl)thiophen-2-yl)acetamid C(CCC)NC(CC=1SC(=CC1)C1=CC=CC2=CC=CC=C12)=O